3-(3-methylphenyl)-4-phenyl-3,6-dihydro-2H-1,3,5-oxadiazine CC=1C=C(C=CC1)N1COCN=C1C1=CC=CC=C1